ClC=1C2=C(SC1C(=O)NC1=NC(=C(C(=C1C)C)OCC(=O)NC(C)C)C)C=C(C=C2)F 3-Chloro-6-fluoro-N-(5-(2-(isopropylamino)-2-oxoethoxy)-3,4,6-trimethylpyridin-2-yl)benzo[b]thiophen-2-carboxamid